ClC=1C=C(C=CC1Cl)C=1N(C(=C(C(C1C(=O)OC)=O)C1=CC=C(C=C1)[N+](=O)[O-])C)CC methyl 2-(3,4-dichlorophenyl)-1-ethyl-6-methyl-5-(4-nitrophenyl)-4-oxo-pyridine-3-carboxylate